2-(biphenyl-4-yl)-4-(4'-cyano-biphenyl-3-yl)-6-{4-(pyridin-3-yl)-phenyl}-benzoxazole C1(=CC=C(C=C1)C=1OC2=C(N1)C(=CC(=C2)C2=CC=C(C=C2)C=2C=NC=CC2)C=2C=C(C=CC2)C2=CC=C(C=C2)C#N)C2=CC=CC=C2